COC1=CC=C(CN(C2=NC=CC(=C2)NCCCCF)CC2=CC=C(C=C2)OC)C=C1 2-(Bis(4-methoxybenzyl)amino)-4-((4-fluorobutyl)amino)pyridin